11-Benzyl-2-(trifluoromethyl)-11H-imidazo[1',2':1,2]pyrido[3,4-b]indole C(C1=CC=CC=C1)N1C2=C(C3=CC=CC=C13)C=CN1C2=NC(=C1)C(F)(F)F